1-(4-diphenylaminophenyl)-1-phenylpropan C1(=CC=CC=C1)N(C1=CC=C(C=C1)C(CC)C1=CC=CC=C1)C1=CC=CC=C1